((3-(5-((3S,4S)-4-amino-3-methyl-2-oxa-8-azaspiro[4.5]decan-8-yl)-7H-imidazo[1,2-c]pyrazolo[4,3-e]pyrimidin-9-yl)-2-chlorophenyl)thio)acetamide N[C@@H]1[C@@H](OCC12CCN(CC2)C2=NC1=C(C=3N2C=CN3)C(=NN1)C=1C(=C(C=CC1)SCC(=O)N)Cl)C